(S)-2-(((benzyloxy)carbonyl)amino)-4,4-dimethylpentanoic acid C(C1=CC=CC=C1)OC(=O)N[C@H](C(=O)O)CC(C)(C)C